CCCCC/C=C\C/C=C\C/C=C\C/C=C\CCCC(=O)OC[C@H](COP(=O)([O-])OCC[N+](C)(C)C)O 1-(5Z,8Z,11Z,14Z-eicosatetraenoyl)-sn-glycero-3-phosphocholine